2-(2-methoxy-1,1-dimethyl-ethyl)-4-methylene-tetrahydropyran COCC(C)(C)C1OCCC(C1)=C